C(C)(C)(C)C=1C(=C(C(=O)O)C=C(C1)C(C)(C)C)O 3,5-di-t-butyl-2-hydroxybenzoic acid